1,4-bis[1-(4-aminophenyl)-1-methylethyl]benzene NC1=CC=C(C=C1)C(C)(C)C1=CC=C(C=C1)C(C)(C1=CC=C(C=C1)N)C